ClC1=CNC2=NC=CC(=C21)OC2=CC(=C(C=C2)NC(=O)NC2=CC(=C(C=C2)N2CCN(CC2)C)C(F)(F)F)F 1-(4-((3-chloro-1H-pyrrolo[2,3-B]pyridin-4-yl)oxy)-2-fluorophenyl)-3-(4-(4-methylpiperazin-1-yl)-3-(trifluoromethyl)phenyl)urea